C(=C)(C)[C@H]1C(CC1)(C)C (1S,3S)-3-isopropenyl-2,2-dimethylcyclobutane